2,3-Dimethyl-1-penten-4-yn-3-ol CC(=C)C(C#C)(O)C